(1-(5-iodopyridin-2-yl)pyrrolidin-3-yl)methanol IC=1C=CC(=NC1)N1CC(CC1)CO